C1(CC1)S(=O)(=O)C1=C(C=CC(=C1)NC1=NNC(=C1)C)C1=CN=C(S1)N1C(C2C(C2C1)NC(OC(C)C)=O)=O isopropyl (3-(5-(2-(cyclopropylsulfonyl)-4-((5-methyl-1H-pyrazol-3-yl)amino)phenyl)thiazol-2-yl)-3-azabicyclo[3.1.0]hexanone-6-yl)carbamate